CC=1C=C(C=CC1)CC(=O)N1CCN(CC1)C=1C=CC=2N(N1)C=NN2 2-(3-methylphenyl)-1-(4-{[1,2,4]triazolo[4,3-b]pyridazin-6-yl}piperazin-1-yl)ethan-1-one